C(=C)CC(CCC(CC(CC(C)=O)OC(CC(C)=O)CC(CCC(CC=C)=O)=O)=O)=O Vinyl-2,6,9-trioxo-4-decyl ether